C1NCC12CN(CC2)C2=NC1=C(N2CC2=NC=C(C#N)C=C2)C=CC=C1 6-((2-(2,6-Diazaspiro[3.4]octan-6-yl)-1H-benzo[d]imidazol-1-yl)methyl)nicotinonitril